(R)-7-(5-chloro-2-((1-methyl-1h-pyrazole-5-yl)amino)pyridine-4-yl)-2-((4-(hydroxymethyl)-6-methylpyridin-3-yl)methyl)-3-(methoxymethyl)-3,4-dihydropyrrolo[1,2-a]pyrazine-1(2H)-one ClC=1C(=CC(=NC1)NC1=CC=NN1C)C=1C=C2N(C[C@@H](N(C2=O)CC=2C=NC(=CC2CO)C)COC)C1